1-(4-chlorophenyl)-1H-pyrazol-3-yl-2-(4-chlorophenyl)-3-methylbutanoate ClC1=CC=C(C=C1)N1N=C(C=C1)OC(C(C(C)C)C1=CC=C(C=C1)Cl)=O